sulfoquinovose C[C@H]([C@H]([C@@H]([C@H](C(=O)S(=O)(=O)O)O)O)O)O